2-hydroxy-4-[(3S)-2-oxopyrrolidin-3-yl]Butyramide OC(C(=O)N)CC[C@@H]1C(NCC1)=O